C(C)(C)(C)[Si](OC(CCOC=1N(N=CC1)C)C)(C)C tert-butyl-dimethyl-[1-methyl-3-(2-methylpyrazol-3-yl)oxy-propoxy]silane